2-(N-methyl-2-(N-methyl)aminoethylamino)formyloxy-6-difluoromethyl-nicotinic acid CN(CCNC)C(=O)OC1=C(C(=O)O)C=CC(=N1)C(F)F